1-((5-chlorobenzo[c][1,2,5]oxadiazol-4-yl)sulfonyl)N-(benzo[d]thiazol-5-yl)-piperidine-4-carboxamide ClC1=C(C=2C(=NON2)C=C1)S(=O)(=O)N1CCC(CC1)C(=O)NC=1C=CC2=C(N=CS2)C1